BrC=1C=CC=2N(C3=CC=C(C=C3OC2C1)Br)CC(F)(F)F 3,7-dibromo-10-(2,2,2-trifluoroethyl)-10H-phenoxazine